2-(2,6-dioxopiperidin-3-yl)-4-[3-(piperazin-1-ylmethyl)azetidin-1-yl]isoindol-1,3-dione O=C1NC(CCC1N1C(C2=CC=CC(=C2C1=O)N1CC(C1)CN1CCNCC1)=O)=O